tert-butyl (trans-4-((3-((Z)-N'-(4-(bis(4-methoxybenzyl)amino)-2-chlorophenyl)carbamimidoyl)-6-bromopyrrolo[1,2-b]pyridazin-4-yl)amino)cyclohexyl)-carbamate COC1=CC=C(CN(C2=CC(=C(C=C2)\N=C(/N)\C2=C(C=3N(N=C2)C=C(C3)Br)N[C@@H]3CC[C@H](CC3)NC(OC(C)(C)C)=O)Cl)CC3=CC=C(C=C3)OC)C=C1